Tert-butyl(7-chloro-4-(1H-imidazol-1-yl) quinolin-2-yl)glycinate C(C)(C)(C)N(CC(=O)[O-])C1=NC2=CC(=CC=C2C(=C1)N1C=NC=C1)Cl